8-((2s,5r)-4-(1-(4-fluorophenyl)-2-(methylsulfanyl)ethyl)-2,5-dimethylpiperazin-1-yl)-5-methyl-6-oxo-5,6-dihydro-1,5-naphthyridine-2-carbonitrile FC1=CC=C(C=C1)C(CSC)N1C[C@@H](N(C[C@H]1C)C1=CC(N(C=2C=CC(=NC12)C#N)C)=O)C